tris-(trimethylsilyl)silane C[Si](C)(C)[SiH]([Si](C)(C)C)[Si](C)(C)C